C1SCC12CN(C2)C2=CC(=NC=N2)N2NC=C(C2=O)N2N=NC=C2 2-(6-(2-thia-6-aza-spiro[3.3]hept-6-yl)pyrimidin-4-yl)-4-(1H-1,2,3-triazol-1-yl)-1,2-dihydro-3H-pyrazol-3-one